FC1=C(C=C(C#N)C=C1)S(=O)(=O)C1CCC2(CC(CN2)=O)CC1 4-fluoro-3-((3-oxo-1-azaspiro[4.5]dec-8-yl)sulfonyl)benzonitrile